N1(CCC1)C1=CC(=C(C=O)C(=C1)O)F 4-(Azetidin-1-yl)-2-fluoro-6-hydroxybenzaldehyde